C(CC(=O)[O-])(=O)[O-].C(CC(=O)[O-])(=O)[O-].[Na+].[Na+].[Na+].[Na+] sodium bismalonate